4-(3-acetamido-5-methoxyphenoxy)-7-methoxyquinoline-6-carboxamide C(C)(=O)NC=1C=C(OC2=CC=NC3=CC(=C(C=C23)C(=O)N)OC)C=C(C1)OC